O=C1NC2=CC=CC=C2C=C1CC1=CC=C(C=C1)CC(=O)OC Methyl 2-(4-((2-oxo-1,2-dihydroquinolin-3-yl)methyl)phenyl)acetate